CN1N=NC(=C1C=1C=C2C(=NC1)C=1C(N2C(C2CCOCC2)C2=CC=CC=C2)=C(N(N1)C)C(C)(C)O)C 2-(6-(1,4-dimethyl-1H-1,2,3-triazol-5-yl)-2-methyl-4-(phenyl-(tetrahydro-2H-pyran-4-yl)methyl)-2,4-dihydropyrazolo[3',4':4,5]pyrrolo[3,2-b]pyridin-3-yl)propan-2-ol